trimethylphosphine telluride CP(C)(C)=[Te]